N-[(1S)-1-(5-fluoro-6-methylpyridin-3-yl)-3-hydroxypropyl]-N-hydroxycarbamate FC=1C=C(C=NC1C)[C@H](CCO)N(C([O-])=O)O